C(CCC)C=1N=NN(C1)CCC[Si](OCC)(OCC)OCC 4-butyl-1-[3-(triethoxysilyl)propyl]-1,2,3-triazole